O=[B] oxo-boron